OC1(CN(C1)C(=O)OCC1=CC=CC=C1)[C@@H]1N(CCCC1)C(=O)OC(C)(C)C 1,1-Dimethylethyl (2R)-2-(3-hydroxy-1-{[(phenylmethyl)oxy]carbonyl}azetidin-3-yl)piperidine-1-carboxylate